OCSC[C@H](NC(CC[C@H](N)C(=O)O)=O)C(=O)NCC(=O)O S-hydroxymethyl-glutathione